FC1=CC=C(C=C1)C(CCO)NC(=O)C1SCCN1S(=O)(=O)C1=CC=C(C=C1)C1=CC=CC=C1 3-(biphenyl-4-sulfonyl)thiazolidine-2-carboxylic acid [1-(4-fluorophenyl)-3-hydroxypropyl]-amide